C1(CC1)C=1C=C(C=C(C1)N1C(C2=CC(=CC=C2C1)CNCCOC)=O)C1=C(C=C(C=C1)C#N)C1=NN=CN1C 3'-Cyclopropyl-5'-(6-(((2-methoxyethyl)amino)methyl)-1-oxoisoindolin-2-yl)-2-(4-methyl-4H-1,2,4-triazol-3-yl)-[1,1'-biphenyl]-4-carbonitrile